3-(1-methyl-6-(9-(piperidin-4-ylmethyl)-3,9-diazaspiro[5.5]undec-3-yl)-1H-indazol-3-yl)piperidine-2,6-dione CN1N=C(C2=CC=C(C=C12)N1CCC2(CC1)CCN(CC2)CC2CCNCC2)C2C(NC(CC2)=O)=O